3-[([1,2,4]triazolo[1,5-a]pyrimidin-6-ylacetyl)amino]-1H-pyrazol N1=CN=C2N1C=C(C=N2)CC(=O)NC2=NNC=C2